FC(C=1C=C(\C=C/2\C(NC(S2)=S)=S)C=CC1)(F)F (Z)-5-(3-(trifluoromethyl)benzylidene)thiazolidine-2,4-dithione